C(=C\C)/C1=C(C=CC=C1)O (E)-2-(prop-1-enyl)phenol